(S)-2-(3-chloro-4-((3,5-difluoropyridin-2-yl)methoxy-d2)-5',6-dimethyl-2-carbonyl-2H-[1,4'-bipyridine]-2'-yl)-7,7-dimethyl-6,7-dihydro-5H-pyrrolo[3,4-b]Pyridin-5-one ClC=1C(N(C(=CC1OC([2H])([2H])C1=NC=C(C=C1F)F)C)C1=CC(=NC=C1C)C1=CC=C2C(=N1)C(NC2=O)(C)C)=C=O